NC1=CC=CC(=N1)CC=1SC2=C(N(C=3C(NN=CC32)=O)C)N1 (6-aminopyridin-2-yl)methyl-4-methyl-4H-thiazolo[5',4':4,5]pyrrolo[2,3-d]pyridazin-5(6H)-one